(S)-4-(3-(4-amino-3-((3,5-dimethoxyphenyl)ethynyl)-1H-pyrazolo[3,4-d]pyrimidin-1-yl)pyrrolidin-1-yl)butyric acid NC1=C2C(=NC=N1)N(N=C2C#CC2=CC(=CC(=C2)OC)OC)[C@@H]2CN(CC2)CCCC(=O)O